C1(=CC=CC=C1)CS(=O)(=O)OC1=C(O[C@](C1=O)([2H])C1=CC(=CC(=C1)F)F)N (R)-2-amino-5-(3,5-difluorophenyl)-4-oxo-4,5-dihydrofuran-3-yl-5-d phenylmethanesulfonate